C(=O)C1=CC=C2CCCN(C2=N1)C(=O)NC1=NC=CC=C1 7-formyl-N-(pyridin-2-yl)-3,4-dihydro-1,8-naphthyridine-1(2H)-carboxamide